diethyl 3-phenylisoxazole-5,5(4H)-dicarboxylate C1(=CC=CC=C1)C1=NOC(C1)(C(=O)OCC)C(=O)OCC